N1CCC(C=C1)C[C@H](N)C(=O)O 3-(4-tetrahydropyridyl)-alanine